6-chloro-N-((1r,4r)-4-(4-cyano-3-methoxy-phenoxy)cyclohexyl)pyridazine-3-carboxamide ClC1=CC=C(N=N1)C(=O)NC1CCC(CC1)OC1=CC(=C(C=C1)C#N)OC